6-((1r,4r)-4-(2-(trifluoromethyl)pyridin-4-yl)cyclohexyl)-2-thia-6-azaspiro[3.4]octane 2,2-dioxide FC(C1=NC=CC(=C1)C1CCC(CC1)N1CC2(CS(C2)(=O)=O)CC1)(F)F